(E)-4-{2-[2-chloro-2-(4-chloro-3-nitrophenyl)ethanesulfonyl]-vinyl}benzene-1,2-diol ClC(CS(=O)(=O)/C=C/C=1C=C(C(=CC1)O)O)C1=CC(=C(C=C1)Cl)[N+](=O)[O-]